1,4-bis(3'-(N,N-dimethylamino)propyl)-2,5-dibromobenzene CN(C)CCCC1=C(C=C(C(=C1)Br)CCCN(C)C)Br